2-((2-bromophenyl)(benzenesulfonyl)methyl)-5-methylthiophene BrC1=C(C=CC=C1)C(C=1SC(=CC1)C)S(=O)(=O)C1=CC=CC=C1